ClC=1N=C(C=C2C=C(C=NC12)C=O)C 8-chloro-6-methyl-1,7-naphthyridine-3-carbaldehyde